((4-bromonaphthalen-2-yl)oxy)(tert-butyl)dimethylsilane BrC1=CC(=CC2=CC=CC=C12)O[Si](C)(C)C(C)(C)C